C(C1=CC=C(N)C=C1)C1=C(N)C=CC=C1 2,4'-methylene-dianiline